chloroimidazo[1,2-c]pyrimidin-5(6H)-one ClC=1N=C2N(C(NC=C2)=O)C1